COC1=NN(C=C1C(=O)N1CC=2N=C(SC2C1)NC(C1=CN=C(C=C1C1=C(C=CC=C1)OC)C)=O)C N-(5-(3-methoxy-1-methyl-1H-pyrazole-4-carbonyl)-5,6-dihydro-4H-pyrrolo[3,4-d]thiazol-2-yl)-4-(2-methoxyphenyl)-6-methylnicotinamide